NC1=NC=2C=C(C=CC2C2=C1N=C(N2)CC2CN(CC2)C(=O)OC)N2N=CC=C2 methyl 3-[[4-amino-7-(1H-pyrazol-1-yl)-1H-imidazo[4,5-c]quinolin-2-yl]methyl]pyrrolidine-1-carboxylate